1-(1-butyn-3-yl)piperidine C#CC(C)N1CCCCC1